(S)-3-(methyl-d3)piperidin-3-ol C([C@]1(CNCCC1)O)([2H])([2H])[2H]